(2-fluoroethyl) (3,3,3-trifluoropropyl) sulfite S(=O)(OCCF)OCCC(F)(F)F